CN1C[C@@H](C([C@H](C1)C)NC(=O)C1=CC(=CC=2N(C=NC21)CC(F)(F)F)C#CCNC=2C(OC)=CC=C(C2)C(NC)=O)C N-[(3S,5S)-1-methyl-3,5-dimethyl-4-piperidyl]-6-{3-[4-(N-methylcarbamoyl)-2-anisidino]-1-propynyl}-1-(2,2,2-trifluoroethyl)-1H-1,3-benzimidazole-4-carboxamide